1-[4-(1,1-dimethyl-ethyl)phenyl]-4-[4-(diphenyl-methoxy)-1-piperidyl]-1-butanone CC(C)(C)C1=CC=C(C=C1)C(CCCN1CCC(CC1)OC(C1=CC=CC=C1)C1=CC=CC=C1)=O